ClC1=C(CN2N=C(N=C2)C(=O)N[C@H]2C=3N(C4=C(CC2)C=CC=C4)C=CN3)C(=CC=C1)Cl (R)-1-(2,6-Dichlorobenzyl)-N-(5,6-dihydro-4H-benzo[f]imidazo[1,2-a]azepin-4-yl)-1H-1,2,4-triazole-3-carboxamide